ClC=1C=C(C(=O)N[C@@H]2CC[C@H](CC2)C(C)(C)O)C=CC1C1=NC=CC2=C1C=CO2 3-chloro-4-(furo[3,2-c]pyridin-4-yl)-N-[trans-4-(2-hydroxypropan-2-yl)cyclohexyl]benzamide